FC1=C(C2=C(C=C(C=C2C(=C1)F)OCOC)B1OC(C(O1)(C)C)(C)C)C#C[Si](C(C)C)(C(C)C)C(C)C ((2,4-Difluoro-6-(methoxymethoxy)-8-(4,4,5,5-tetramethyl-1,3,2-dioxaborolan-2-yl)naphthalen-1-yl)ethynyl)triisopropylsilane